C(C)S(=O)(=O)N1CCC(CC1)C1=NN2C(O[C@@H](CC2)C)=C1C(=O)OCC Ethyl (5R)-2-(1-ethylsulfonylpiperidin-4-yl)-5-methyl-6,7-dihydro-5H-pyrazolo[5,1-b][1,3]oxazine-3-carboxylate